CC1=CC(=NC=C1C=1C=NC2=CC(=NC=C2C1)NC)[C@H](CC)O (1S)-1-{4-methyl-5-[7-(methylamino)-1,6-naphthyridin-3-yl]pyridin-2-yl}propan-1-ol